β-Homoarginine N[C@@H](CCCNC(N)=N)CC(=O)O